5-(((S)-1-(((R)-1-(1-(5-chloropyrimidin-2-yl)piperidin-4-yl)-2-oxopyrrolidin-3-yl)oxy)propan-2-yl)amino)-4-(trifluoromethyl)pyridazin-3(2H)-one ClC=1C=NC(=NC1)N1CCC(CC1)N1C([C@@H](CC1)OC[C@H](C)NC1=C(C(NN=C1)=O)C(F)(F)F)=O